1-nitro-4-(benzenesulfonyl)benzene tert-butyl-N-[2-[4-(hydroxymethyl)cyclohexoxy]ethyl]-N-methyl-carbamate C(C)(C)(C)OC(N(C)CCOC1CCC(CC1)CO)=O.[N+](=O)([O-])C1=CC=C(C=C1)S(=O)(=O)C1=CC=CC=C1